(S)-4-Benzyl-N-(7-((1-hydroxycyclobutyl)ethynyl)-5-methyl-4-oxo-2,3,4,5-tetrahydrobenzo[b][1,4]oxazepin-3-yl)-1H-pyrazole-1-carboxamide C(C1=CC=CC=C1)C=1C=NN(C1)C(=O)N[C@@H]1C(N(C2=C(OC1)C=CC(=C2)C#CC2(CCC2)O)C)=O